3,2-difluoropropanol FCC(CO)F